[Ru](Cl)Cl.N1=C(C=CC=C1)C1=NC=CC=C1.N1=C(C=CC=C1)C1=NC=CC=C1 bis(2,2'-bipyridine) ruthenium (II) dichloride